COC=1C=C(C=CC1OC)C1=CC=NC=2N1N=C(C2)C(=O)N2CCCC1=CC(=CC=C21)C(=O)N2CCOCC2 (7-(3,4-dimethoxyphenyl)pyrazolo[1,5-a]pyrimidin-2-yl)(6-(morpholine-4-carbonyl)-3,4-dihydroquinolin-1(2H)-yl)methanone